CC(C(=O)O)(C(=O)O)C.COC=CC=C(C(=O)OC)C(=O)OC dimethyl 2-(3-methoxyallylidene)malonate Dimethyl-malonate